crotyl-benzene C(C=CC)C1=CC=CC=C1